[N].[N+](=O)([O-])N nitroammonia nitrogen